6-Ethyl-8-((4-fluorophenyl)thio)-2,4-dimethylpyrimido[4,5-c]isoquinoline-1,3,7,10(2H,4H)-tetraone C(C)C1=NC2=C(C=3C(C=C(C(C13)=O)SC1=CC=C(C=C1)F)=O)C(N(C(N2C)=O)C)=O